Pyridin-4-one hydrochloride Cl.N1=CCC(C=C1)=O